2,3,5,6-tetrafluoro-4'-methoxy-3'-(trifluoromethyl)-[1,1'-biphenyl]-4-carboxylic acid methyl ester COC(=O)C1=C(C(=C(C(=C1F)F)C1=CC(=C(C=C1)OC)C(F)(F)F)F)F